C(C1CO1)OCCC[Si](C)(C)C 3-(2,3-epoxypropoxy)propyl-trimethyl-silane